6-chloro-N2-(2,4-difluorophenyl)-N4-(5-cyclopropyl-1H-pyrazol-3-yl)quinazoline-2,4-diamine ClC=1C=C2C(=NC(=NC2=CC1)NC1=C(C=C(C=C1)F)F)NC1=NNC(=C1)C1CC1